2,6-dioxo-piperidin-1-ylmethyl isobutyrate C(C(C)C)(=O)OCN1C(CCCC1=O)=O